((1R,4S,5S)-5-(4-((4-([1,2,4]triazolo[1,5-a]pyridin-7-yloxy)-2-fluoro-5-methylphenyl)amino)pyrido[3,2-d]pyrimidin-6-yl)-2-azabicyclo[2.2.2]octan-2-yl)prop-2-en-1-one N=1C=NN2C1C=C(C=C2)OC2=CC(=C(C=C2C)NC=2C1=C(N=CN2)C=CC(=N1)[C@@H]1[C@H]2CN([C@@H](C1)CC2)C(C=C)=O)F